6-methoxy-1-(4-(morpholinomethyl)phenyl)-1,4-dihydrothiochromeno[4,3-c]pyrazole-3-carboxylate 5,5-dioxide COC1=CC=CC2=C1S(CC1=C2N(N=C1C(=O)[O-])C1=CC=C(C=C1)CN1CCOCC1)(=O)=O